2-[4-[[2-fluoro-6-methoxy-4-(6-methyl-7-oxo-1H-pyrazolo[3,4-C]pyridin-4-yl)phenyl]methyl]-1-piperidinyl]acetic acid TFA salt OC(=O)C(F)(F)F.FC1=C(C(=CC(=C1)C=1C2=C(C(N(C1)C)=O)NN=C2)OC)CC2CCN(CC2)CC(=O)O